Thieno[3,2-c]Pyridazine hydrochloride Cl.N1=NC=CC2=C1C=CS2